N[C@@H]1C2=CC=CC=C2CC12CCN(CC2)C=2N=CC(=NC2CO)C#CCOC=2C=C(C(=O)NC)C=CC2 (S)-3-((3-(5-(1-Amino-1,3-dihydrospiro[indene-2,4'-piperidin]-1'-yl)-6-(hydroxymethyl)pyrazin-2-yl)prop-2-yn-1-yl)oxy)-N-methylbenzamide